ClC=1C=CC(=C2C=NN(C(C12)=O)C)CC1CC2(CN(C2)C\C=C\C=2C=NN(C(C2Cl)=O)C2OCCCC2)C1 8-chloro-5-[[2-[(E)-3-(5-chloro-6-oxo-1-tetrahydropyran-2-yl-pyridazin-4-yl)allyl]-2-azaspiro[3.3]heptan-6-yl]methyl]-2-methyl-phthalazin-1-one